C[C@@H]1N(C2=CC=CC=C2[C@@H](C1)NC1=CC=C(C(=O)NCCNC(=O)NC2=CC=C(C=C2)N[C@@H]2C[C@@H](N(C3=CC=CC=C23)C(CC)=O)C)C=C1)C(CC)=O |o1:32,34| 4-(((2S,4R)-2-Methyl-1-propionyl-1,2,3,4-tetrahydroquinolin-4-yl)amino)-N-(2-(3-(4-(((2S*,4R*)-2-methyl-1-propionyl-1,2,3,4-tetrahydroquinolin-4-yl)amino)phenyl)ureido)ethyl)benzamide